(2S)-2-amino-6-(N-methylacetamido)hexanoic acid N[C@H](C(=O)O)CCCCN(C(C)=O)C